tert-butyl (2R,3S,4S)-4-[(tert-butyldimethylsilyl)oxy]-3-({[(3-fluorophenyl)methyl]carbamoyl}oxy)-2-(pyridin-3-ylmethyl)pyrrolidine-1-carboxylate [Si](C)(C)(C(C)(C)C)O[C@@H]1[C@H]([C@H](N(C1)C(=O)OC(C)(C)C)CC=1C=NC=CC1)OC(NCC1=CC(=CC=C1)F)=O